(R)-1-(2-chloropyridin-3-yl)ethyl (4-(5-aminopyridin-2-yl)-1-methyl-1H-1,2,3-triazol-5-yl)carbamate NC=1C=CC(=NC1)C=1N=NN(C1NC(O[C@H](C)C=1C(=NC=CC1)Cl)=O)C